2-(4-methyl-3-(2-(((S)-phenyl((R)-5,6,7,8-tetrahydropyrido[3,2-c]pyridazin-7-yl)methyl)amino)ethyl)phenyl)acetic acid CC1=C(C=C(C=C1)CC(=O)O)CCN[C@@H]([C@@H]1CC=2N=NC=CC2NC1)C1=CC=CC=C1